BrC1=CC(=CC2=C1NC(=N2)C)C(=O)OC methyl 7-bromo-2-methyl-1H-benzo[d]imidazole-5-carboxylate